3-(4-(3-cyclopropylphenyl)-4H-1,2,4-triazol-3-yl)-2-(6-methyl-4-(trifluoromethyl)pyridin-2-yl)hexahydrocyclopenta[c]pyrrol-1(2H)-one C1(CC1)C=1C=C(C=CC1)N1C(=NN=C1)C1C2C(C(N1C1=NC(=CC(=C1)C(F)(F)F)C)=O)CCC2